(2-hydroxyacetyl)glycyl-L-valine OCC(=O)NCC(=O)N[C@@H](C(C)C)C(=O)O